2-Hydroxy-N-(2,3,5,6-tetrafluoro-3'-methoxy-[1,1'-biphenyl]-4-yl)pyrazolo[1,5-a]pyridine-3-carboxamide OC1=NN2C(C=CC=C2)=C1C(=O)NC1=C(C(=C(C(=C1F)F)C1=CC(=CC=C1)OC)F)F